BrC1=CC=C(C(=O)O[C@@H](C=C)[C@H]2[C@@H](CC2)C(O)N2N=NC3=C2C=CC=C3)C=C1 (1S)-1-((1R,2R)-2-((1H-Benzo[d][1,2,3]triazol-1-yl)(hydroxy)methyl)cyclobutyl)allyl 4-bromobenzoate